N[C@H](C)C=1C=C(C=C2C(N(C(=NC12)SC)C)=O)C (R)-8-(1-aminoethyl)-3,6-dimethyl-2-(methylthio)quinazolin-4(3H)-one